((1S,3R)-3-((4-(2-cyanoacetyl)-5-fluoro-6-methylpyridin-3-yl)oxy)cyclopentyl)carbamic acid tert-butyl ester C(C)(C)(C)OC(N[C@@H]1C[C@@H](CC1)OC=1C=NC(=C(C1C(CC#N)=O)F)C)=O